N-(6-amino-5-methylpyridin-3-yl)-2-(2R,5S)-(5-(benzo[d]thiazol-5-yl)-3,6-dihydro-2H-pyran-4-yl)-2-oxoacetamide NC1=C(C=C(C=N1)NC(C(=O)C=1CCOCC1C=1C=CC2=C(N=CS2)C1)=O)C